[F-].C(CCCCC)[N+]1=CC(=CC=C1)C 1-Hexyl-3-Methylpyridinium fluorid